FC=1C(=C(C=CC1F)[C@H]1[C@@H](O[C@](C1)(C(F)(F)F)C)C(=O)NC1=CC(=[N+](C=C1)[O-])C(=O)N)OC (2R,3S,5R)-4-[[3-(3,4-Difluoro-2-methoxy-phenyl)-5-methyl-5-(trifluoromethyl)tetrahydrofuran-2-carbonyl]amino]-1-oxido-pyridin-1-ium-2-carboxamid